4,6-Dichloro-1-methylpyrido[3,2-d]pyrimidin-2(1H)-one ClC=1C2=C(N(C(N1)=O)C)C=CC(=N2)Cl